ClC1=CC=C(C=N1)CNCC1=CC(=CC=C1)Br 1-(6-chloropyridin-3-yl)-N-(3-bromobenzyl)methylamine